3,5-di-tert-butyl-1,2-phenylenebis(pyrrolidine-1-carboxylate) C(C)(C)(C)C=1C(=C(C=C(C1)C(C)(C)C)C1N(CCC1)C(=O)[O-])C1N(CCC1)C(=O)[O-]